5-(5-fluoro-2-methoxypyridin-4-yl)-1-{[2-(trimethylsilyl)ethoxy]Methyl}pyrazole-3-carboxylic acid methyl ester COC(=O)C1=NN(C(=C1)C1=CC(=NC=C1F)OC)COCC[Si](C)(C)C